methyl (8S)-7-[(2R)-2-benzamidopropanoyl]-1,4-dioxa-7-azaspiro[4.4]nonane-8-carboxylate C(C1=CC=CC=C1)(=O)N[C@@H](C(=O)N1CC2(OCCO2)C[C@H]1C(=O)OC)C